FC1=CC=C(C(=O)NC2=NC=CC(=C2)C2=CC(=NC=C2)N2CCC(CC2)O)C=C1 4-fluoro-N-(2'-(4-hydroxypiperidin-1-yl)-[4,4'-bipyridin]-2-yl)benzamide